8-((4-fluoro-2-methoxy-5-nitrophenoxy)methyl)-2-methoxyquinoline FC1=CC(=C(OCC=2C=CC=C3C=CC(=NC23)OC)C=C1[N+](=O)[O-])OC